OC[C@H]1N(C[C@@H](N(C1)C(=O)OC(C)(C)C)C)C(=O)OCC1=CC=CC=C1 1-benzyl 4-(tert-butyl) (2S,5S)-2-(hydroxymethyl)-5-methylpiperazine-1,4-dicarboxylate